O=C(CCC(=O)O)NC=1SC(=NN1)S(N)(=O)=O 4-oxo-4-[(5-sulfamoyl-1,3,4-thiadiazol-2-yl)amino]butanoic acid